tert-butyl ((1s,4s)-4-(((1-(4-(2,6-dioxopiperidin-3-yl)-2-fluorophenyl) piperidin-4-yl)methyl)(methyl)amino)cyclohexyl)carbamate O=C1NC(CCC1C1=CC(=C(C=C1)N1CCC(CC1)CN(C1CCC(CC1)NC(OC(C)(C)C)=O)C)F)=O